ethyl 3-(3-(ethoxycarbonyl)-4-nitro-1H-pyrazol-5-yl)isonicotinate C(C)OC(=O)C1=NNC(=C1[N+](=O)[O-])C1=C(C(=O)OCC)C=CN=C1